C(\C=C\C(=O)O)(=O)O trans-maleic acid